FC1(OC2=C(O1)C=CC(=C2)C2(CC2)C(=O)NC2=CC=C(C(=N2)C=2C=C(C(=O)O)C=CC2)C)F 3-{6-{[1-(2,2-difluoro-1,3-benzodioxol-5-yl)cyclopropanecarbonyl]amino}-3-methylpyridin-2-yl}benzoic acid